5-{[(1S)-1-[6-chloro-2-oxo-7-(pyridin-2-ylmethoxy)-1,2-dihydroquinolin-3-yl]ethyl]amino}-1-methyl-6-oxo-1,6-dihydropyridine-2-carbonitrile ClC=1C=C2C=C(C(NC2=CC1OCC1=NC=CC=C1)=O)[C@H](C)NC1=CC=C(N(C1=O)C)C#N